NCCCC(=O)NC=1N=C(N(C1)C)C(=O)NCCC(=O)NC=1C=CN(C1)C 4-(3-{[4-(4-aminobutanamido)-1-methylimidazol-2-yl]formamido}propanamido)-1-methylpyrrole